5-(4,4,5,5-tetramethyl-1,3,2-dioxaborolan-2-yl)benzofuro-[3,2-h]quinoline CC1(OB(OC1(C)C)C1=C2C=CC=NC2=C2C(=C1)C1=C(O2)C=CC=C1)C